ClC1=C(C(=CC=C1)Cl)N1N=C(C(=N1)C(=O)N)NC1=CC=C(C=C1)C(=O)N1C[C@@H](CC1)F 2-(2,6-Dichloro-phenyl)-5-[4-((R)-3-fluoro-pyrrolidine-1-carbonyl)-phenylamino]-2H-[1,2,3]triazole-4-carboxylic acid amide